tert-butyl (1R,3R,5S)-3-[(6-{6-chloro-5-[1-(oxan-2-yl)pyrazol-4-yl]pyridin-2-yl}pyridazin-3-yl)(methyl)amino]-8-azabicyclo[3.2.1]octane-8-carboxylate ClC1=C(C=CC(=N1)C1=CC=C(N=N1)N(C1C[C@H]2CC[C@@H](C1)N2C(=O)OC(C)(C)C)C)C=2C=NN(C2)C2OCCCC2